(4-(6-Chlorobenzo[d]thiazol-2-yl)-2-ethylhexyl)-4-methoxybenzenesulfonamide ClC1=CC2=C(N=C(S2)C(CC(CC2=C(C=CC(=C2)OC)S(=O)(=O)N)CC)CC)C=C1